5-bromo-6-[[2-(4-tert-butylphenoxy)acetyl]amino]pyridin tert-Butyl-3-(3-(3-amino-2-methoxyphenyl)-1H-1,2,4-triazol-1-yl)propanoate C(C)(C)(C)OC(CCN1N=C(N=C1)C1=C(C(=CC=C1)N)OC)=O.BrC=1C=CC=NC1NC(COC1=CC=C(C=C1)C(C)(C)C)=O